CN1CC(CCC1)O 1-methyl-piperidin-3-ol